D(+)-Glucose-Monohydrate O.O=C[C@H](O)[C@@H](O)[C@H](O)[C@H](O)CO